4-[3,4,8,9-tetrakis(mercaptomethylthio)-11-mercapto-2,5,7,10-tetrathiaundecyl]-5-mercaptomethylthiothio-1,3-dithiolane SCSC(SCC1SCSC1SSCS)C(SCSC(C(SCS)SCS)SCS)SCS